(S)-2-(2,5-difluoro-4-(6-((5-methyl-1,3,4-thiadiazol-2-yl)methoxy)pyridin-2-yl)benzyl)-1-(oxetan-2-ylmethyl)-1H-benzo[d]imidazole-6-carboxylic acid FC1=C(CC2=NC3=C(N2C[C@H]2OCC2)C=C(C=C3)C(=O)O)C=C(C(=C1)C1=NC(=CC=C1)OCC=1SC(=NN1)C)F